2-(2,2-dimethyl-5-oxo-morpholin-4-yl)acetic acid CC1(CN(C(CO1)=O)CC(=O)O)C